CC1=C(OC2=C1C=C(C=C2)S(NCCC2=C(C=CC=C2)C)(=O)=O)C(=O)[O-] 3-Methyl-5-(N-(2-methylphenethyl)sulfamoyl)benzofuran-2-carboxylate